4-(4-methyl-1H-pyrazol-3-yl)-N2-[4-(prop-2-yn-1-yl)cyclohexyl]-7H-pyrrolo[2,3-d]Pyrimidine-2,4-diamine CC=1C(=NNC1)C1(C2=C(N=C(N1)NC1CCC(CC1)CC#C)NC=C2)N